(S*)-1-(5H-benzo[2,3][1,4]dioxepino[5,6-c]pyridin-5-yl)-N-methylmethanamine C1=NC=CC2=C1OC1=C(O[C@@H]2CNC)C=CC=C1 |o1:10|